BrC1=C(C(=NC=C1OC1=C(C=C(C=C1)F)C)C(F)(F)F)C 4-bromo-5-(4-fluoro-2-methyl-phenoxy)-3-methyl-2-(trifluoromethyl)pyridine